3-(pyrazin-2-yl)urea N1=C(C=NC=C1)NC(N)=O